N-(4-Methyl-3-(7-(methylamino)-1,6-naphthyridin-3-yl)phenyl)-4-(trifluoromethyl)picolinimidamide CC1=C(C=C(C=C1)NC(C1=NC=CC(=C1)C(F)(F)F)=N)C=1C=NC2=CC(=NC=C2C1)NC